C(C)OP(OCC)(=O)CC=1C(=NOC1C1CC1)C1=C(C=CC=C1Cl)Cl ((5-cyclopropyl-3-(2,6-dichlorophenyl)isoxazol-4-yl)methyl)phosphonic acid diethyl ester